C(CNCCCN)NCCCN N,N''-1,2-ethanediylbis(1,3-propanediamine)